FC=1C=C(C(=NC1)C=C)[C@H]1N(CCC1)C1=NC=2N(C=C1)N=CC2C(=O)OCC ethyl (S)-5-(2-(5-fluoro-2-vinylpyridin-3-yl)pyrrolidin-1-yl)pyrazolo[1,5-a]pyrimidine-3-carboxylate